FC(OC=1C=CC(=NC1)C=1C=C2C=C(C(N(C2=NC1)CC1=CC=C(C=C1)F)=O)C(=O)O)F 6-[5-(difluoromethoxy)-2-pyridyl]-1-[(4-fluorophenyl)methyl]-2-oxo-1,8-naphthyridine-3-carboxylic acid